t-Butyl (3-hydroxy-2,2,4,4-tetramethylcyclobutyl)carbamate OC1C(C(C1(C)C)NC(OC(C)(C)C)=O)(C)C